tert-butyl 3-[({[(tert-butoxy)carbonyl]amino}sulfonyl)(5-fluoro-1-methyl-1H-pyrazol-4-yl)amino]piperidine-1-carboxylate C(C)(C)(C)OC(=O)NS(=O)(=O)N(C1CN(CCC1)C(=O)OC(C)(C)C)C=1C=NN(C1F)C